BrC1=NNC(=N1)NCC1=CC=C(C=C1)C=1N(C=C(N1)C(F)(F)F)C(C)C 3-Bromo-N-(4-(1-isopropyl-4-(trifluoromethyl)-1H-imidazol-2-yl)benzyl)-1H-1,2,4-triazol-5-amine